C(C)N1C2=NC(=NC(=C2N=C1)N[C@@H]1CN(CC1)S(=O)(=O)C)N[C@@H](CO)CC (R)-2-((9-ethyl-6-(((S)-1-(methylsulfonyl)pyrrolidin-3-yl)amino)-9H-purin-2-yl)amino)butan-1-ol